diisopropyl 2-vinylcyclopropane-1,1-dicarboxylate C(=C)C1C(C1)(C(=O)OC(C)C)C(=O)OC(C)C